C(C)OC(=O)C=1OC2=C(C1C)C=C(C=C2)S(N(CCC2=CC=CC=C2)CC2=CC=C(C=C2)N2CCOCC2)(=O)=O 3-methyl-5-(N-(4-morpholinobenzyl)-N-phenethylsulfamoyl)benzofuran-2-carboxylic acid ethyl ester